[N+](=O)([O-])C1=CC=C(C=C1)OC(CCCCCCCCCCCCC)=O.[N+](=O)([O-])C1=CC=C(C=C1)OC(CCCCCCCCC)=O.[N+](=O)([O-])C1=CC=C(C=C1)CC(=O)O.C(CCC)(=O)OC1=CC=C(C=C1)[N+](=O)[O-] 4-nitrophenyl butyrate 4-nitrophenyl-acetate 4-nitrophenyl-decanoate 4-nitrophenyl-tetradecanoate